4-amino-7-fluoro-N,1,3-trimethyl-N-((3S)-6-(pentafluoro-lambda~6~-sulfan-yl)-2,3-dihydro-1-benzofuran-3-yl)-1H-pyrazolo[4,3-c]-quinoline-8-carboxamide NC1=NC=2C=C(C(=CC2C2=C1C(=NN2C)C)C(=O)N([C@@H]2COC1=C2C=CC(=C1)S(F)(F)(F)(F)F)C)F